lithium 2,2'-methylene-bis(4-ethyl-6-t-butylphenyl) phosphate P1(=O)(OC2=C(C=C(C=C2C(C)(C)C)CC)CC2=C(C(=CC(=C2)CC)C(C)(C)C)O1)[O-].[Li+]